C(CCCCCCCCCCCCC)N1C(=C(C(C=C1)=O)OC(=O)C(C)(C)C)C(C)=O N-tetradecyl-2-acetyl-3-tert-butylcarbonyloxy-pyridin-4-one